6-(tert-butoxycarbonyl)-2-((S)-2,2-dimethylcyclopropane-1-carbonyl)-2,6-diazaspiro[3.4]octane-8-carboxylic acid C(C)(C)(C)OC(=O)N1CC2(CN(C2)C(=O)[C@@H]2C(C2)(C)C)C(C1)C(=O)O